3-(2-fluoro-5-((5-fluorobenzo[d]thiazol-4-yl)methoxy)-4-methoxyphenyl)-2,4-dioxo-1,2,3,4-tetrahydrothieno[3,4-d]pyrimidine FC1=C(C=C(C(=C1)OC)OCC1=C(C=CC2=C1N=CS2)F)N2C(NC=1C(C2=O)=CSC1)=O